C(C(C)C)N1[C@H]2[C@@H]([C@@H]3C=N[C@]2([C@H](CC1)C3)C(=O)NCC3=CC=CC=C3)CC(C)C |o1:5,6,7,10,11| (1R*,2R*,3S*,7S*,8S*)-4-isobutyl-8-benzylaminocarbonyl-2-isobutyl-4,9-diazatricyclo[5.3.1.03,8]undeca-9-ene